COCOC1=CC=CC2=CC=CC=C12 (methoxymethoxy)naphthalen